BrC1=C(NN=C1)C1=C(C2=CC3=CC4=CC=CC=C4C=C3C=C2C=C1CCCCCBr)C#N (4-bromo-2H-pyrazol-3-yl)-3-(5-bromopentyl)-1-naphthacenecarbonitrile